C(C)C1=C(N)C=C(C=C1)OCC1=C(C=CC=C1)C 2-Ethyl-5-[(2-methylphenyl)methoxy]Aniline